N-((R)-1-(2-(ethylsulfanyl)-6-methyl-4-oxo-4H-chromen-8-yl)ethyl)-2-methylpropane-2-sulfonamide C(C)SC=1OC2=C(C=C(C=C2C(C1)=O)C)[C@@H](C)NS(=O)(=O)C(C)(C)C